The molecule is the stable isotope of hydrogen with relative atomic mass 1.007825 and a natural abundance of 99.9885 atom percent (from Greek pirhoomegatauomicronsigma, first). It contains a proton. [1HH]